tert-butyl (2R,6S)-4-(1-((6-ethoxy-2-methyl-2H-indazol-5-yl)carbamoyl)-2,3-dihydro-1H-pyrrolo[2,3-b]pyridin-4-yl)-2,6-dimethylpiperazine-1-carboxylate C(C)OC=1C(=CC2=CN(N=C2C1)C)NC(=O)N1CCC=2C1=NC=CC2N2C[C@H](N([C@H](C2)C)C(=O)OC(C)(C)C)C